[Si](OCCCCCCCCCCCCCC)([O-])([O-])[O-] (tetradecyl) silicate